CCS(=O)(=O)C1=C(N=CC=C1)S(=O)(=O)NC(=O)NC2=NC(=CC(=N2)OC)OC The molecule is a N-sulfonylurea that is N-carbamoyl-3-(ethylsulfonyl)pyridine-2-sulfonamide substituted by a 4,6-dimethoxypyrimidin-2-yl group at the amino nitrogen atom. It has a role as an environmental contaminant, a xenobiotic and a herbicide. It is a member of pyridines, a N-sulfonylurea, a member of pyrimidines, a sulfone and an aromatic ether.